2-(6-fluoro-2-((4-fluorobenzyl)thio)-4H-imidazo[4,5-b]pyridin-4-yl)-N-(5-(2-hydroxyethyl)-2-methylphenyl)butanamide FC=1C=C2C(N(C1)C(C(=O)NC1=C(C=CC(=C1)CCO)C)CC)=NC(=N2)SCC2=CC=C(C=C2)F